Dimethyl-fluorophosphine CP(F)C